ClC1=C(C=CC(=N1)C(=O)NS(=O)(=O)C1=C(C=C(C=C1)N1CCN(CC1)CC1=C(CC(CC1)(C)C)C1=CC=C(C=C1)Cl)OC=1C=C2C(=NC1)NC=C2)[N+](=O)[O-] 6-Chloro-N-[4-[4-[[2-(4-chlorophenyl)-4,4-dimethylcyclohexen-1-yl]methyl]piperazin-1-yl]-2-(1H-pyrrolo[2,3-b]pyridin-5-yloxy)phenyl]sulfonyl-5-nitropyridine-2-carboxamide